tert-butyl (3R)-4-(5-cyano-2-pyridyl)-3-methyl-piperazine-1-carboxylate C(#N)C=1C=CC(=NC1)N1[C@@H](CN(CC1)C(=O)OC(C)(C)C)C